tert-butyl (3-(((tert-butylsulfinyl)amino)(3-fluoro-4-isopropylphenyl)methyl)pyridin-2-yl)carbamate C(C)(C)(C)S(=O)NC(C=1C(=NC=CC1)NC(OC(C)(C)C)=O)C1=CC(=C(C=C1)C(C)C)F